2-[(S)-1-Cyclopropylethyl]-5-{2-amino-3-[(3-hydroxypropylamino)carbonyl]-1,4,7a-triaza-5-indenyl}-7-(trifluoromethyl)-1-isoindolinone C1(CC1)[C@H](C)N1C(C2=C(C=C(C=C2C1)C1=NC2=C(C(=NN2C=C1)N)C(=O)NCCCO)C(F)(F)F)=O